2-amino-3-(4-(3,4-dichlorophenyl)-5-isobutylthiazol-2-ylamino)propionic acid NC(C(=O)O)CNC=1SC(=C(N1)C1=CC(=C(C=C1)Cl)Cl)CC(C)C